C(C)OC(=O)C=1OC(=CC1)C=1N=C(N2C1C=NC(=C2)NC2=NC(=NC=C2)C=2C=NN(C2O)C)[C@@H](C)CCO (S)-5-(6-((2-(5-hydroxy-1-methyl-1H-pyrazol-4-yl)pyrimidin-4-yl)amino)-3-(4-hydroxybut-2-yl)imidazo[1,5-a]pyrazin-1-yl)furan-2-carboxylic acid ethyl ester